(5-bromo-4-methyl-2-thienyl)-5-(3,4,5-trichlorophenyl)-5-(trifluoromethyl)-4H-isoxazole BrC1=C(C=C(S1)C1=NOC(C1)(C(F)(F)F)C1=CC(=C(C(=C1)Cl)Cl)Cl)C